(5S,8S)-N-(2,4-dichloro-benzyl)-5-fluoro-8-hydroxy-8-methyl-5,6,7,8-tetrahydro-quinoline-5-carboxamide ClC1=C(CNC(=O)[C@]2(C=3C=CC=NC3[C@@](CC2)(C)O)F)C=CC(=C1)Cl